BrCCCC(CC(CC(CC(CC(CC(CCCC(OCCCCCCC)OC(CCCC(CC(CC(CC(CC(CC(CCCBr)C)C)C)C)C)C)OCCCCCCC)C)C)C)C)C)C 17-bromo-4,6,8,10,12,14-hexamethylheptadecylheptyloxymethyl ether